CN1N=C(C=C1NC(=O)C1=CC=C2C=C(C=NC2=C1)C=1C=NC=CC1)C(F)(F)F N-[1-methyl-3-(trifluoromethyl)-1H-pyrazol-5-yl]-3-(pyridin-3-yl)quinoline-7-carboxamide